COC(C1=C(C(=CC=C1Cl)Br)CBr)=O 3-bromo-2-(bromomethyl)-6-chlorobenzoic acid methyl ester